C([C@@H](O)[C@H](O)[C@H](O)CO)O |r| DL-arabinitol